FC(C(C(C(C(C(C(=C(F)F)F)=O)(F)F)(C(F)(F)F)F)=O)(F)F)(S(=O)(=O)O)F perfluoro-3,6-dioxo-4-methyl-7-octene-sulfonic acid